O=C1NC(CCC1N1C(C2=CC=CC(=C2C1=O)CCCCC=O)=O)=O 5-(2-(2,6-Dioxopiperidin-3-yl)-1,3-dioxoisoindolin-4-yl)pentanal